Tert-butyl-((7R)-2-(2-(6-bromo-1-(cyclopropylmethyl)-1H-indol-2-yl)-4-fluoro-3-methylpyrazolo[1,5-a]pyridine-6-carbonyl)-2-azabicyclo[2.2.1]hept-7-yl) carbamate C(N)(O[C@H]1C2(N(CC1CC2)C(=O)C=2C=C(C=1N(C2)N=C(C1C)C=1N(C2=CC(=CC=C2C1)Br)CC1CC1)F)C(C)(C)C)=O